(3'-cyano-2'-(4-(4-methyl-4H-1,2,4-triazol-3-yl)piperidin-1-yl)-[1,1'-biphenyl]-3-yl)boronic acid C(#N)C=1C(=C(C=CC1)C1=CC(=CC=C1)B(O)O)N1CCC(CC1)C1=NN=CN1C